5-(azidomethyl)-2-(methoxymethyl)-6-methyl-imidazo[2,1-b][1,3,4]Thiadiazole N(=[N+]=[N-])CC1=C(N=C2SC(=NN21)COC)C